N-(3-chlorophenyl)-5-methyl-2-(trifluoromethyl)[1,2,4]triazolo[1,5-a]pyrimidin-7-amine ClC=1C=C(C=CC1)NC1=CC(=NC=2N1N=C(N2)C(F)(F)F)C